(4-(1-(4-(trifluoromethoxy)phenyl)-1H-1,2,4-triazol-3-yl)benzyl)carbamate FC(OC1=CC=C(C=C1)N1N=C(N=C1)C1=CC=C(CNC([O-])=O)C=C1)(F)F